4-(3-(furan-2-yl)phenyl)-N,N-dimethyl-1,2,3,4-tetrahydronaphthalen-2-amine O1C(=CC=C1)C=1C=C(C=CC1)C1CC(CC2=CC=CC=C12)N(C)C